FC=1C(=CC=2C3=C(NC(C2C1)=O)COC[C@@H]3N(C(=O)C=3C=C1CCCCN1C3)C)F (R)-N-(8,9-difluoro-6-oxo-1,4,5,6-tetrahydro-2H-pyrano[3,4-c]isoquinolin-1-yl)-N-methyl-5,6,7,8-tetrahydroindolizine-2-carboxamide